C(C=C)(=O)N[C@H]1CN(CCC1)CC1=CC(=NC=C1)C(=O)NC1CCN(CC1)C=1NC2=NC=NC(=C2N1)N1CCOCC1 (R)-4-((3-acrylamidopiperidin-1-yl)methyl)-N-(1-(6-morpholino-9H-purin-8-yl)piperidin-4-yl)picolinamide